ClC=1C(=C(C=CC1)CNC(CNCCCO)=O)F N-(3-chloro-2-fluorophenylmethyl)-2-((3-hydroxypropyl)amino)acetamide